1-methyl-4-(prop-2-ynyl)piperidine hydrochloride Cl.CN1CCC(CC1)CC#C